CC=1C=NC=CC1C1CN(C1)[C@@H]1[C@H](CCCC1)OC=1C=C2CN(C(C2=CC1)=O)C1C(NC(CC1)=O)=O 3-(5-(((1S,2S)-2-(3-(3-meth-ylpyridin-4-yl)azetidin-1-yl)cyclohexyl)oxy)-1-oxoisoindolin-2-yl)piperidine-2,6-dione